N-(5-chloro-2-methoxyphenyl)-N'-(2-methoxyphenyl)thiourea ClC=1C=CC(=C(C1)NC(=S)NC1=C(C=CC=C1)OC)OC